C(#N)C1=CC=2N(N=C1)C(=CC2)C2=CC(=C(C=N2)C2=NN=C(S2)N2CC1CCC(C2)N1C(=O)OC(C)(C)C)NC1CC1 tert-butyl 3-[5-(6-{3-cyanopyrrolo[1,2-b]pyridazin-7-yl}-4-(cyclopropylamino)pyridin-3-yl)-1,3,4-thiadiazol-2-yl]-3,8-diazabicyclo[3.2.1]octane-8-carboxylate